di(n-hexyl)cyclododecane C(CCCCC)C1(CCCCCCCCCCC1)CCCCCC